FC1=CC=C2C=3C=CC=CC3CC2=C1 7-fluoro-9H-fluoren